CC(CCCCCC[Li])CCCCCCCCCCCCCCCC 7-methyltricosyllithium